chloro-N-(2-(trifluoromethyl)pyridin-4-yl)spiro[cyclopropane-1,8'-pyrazolo[1,5-a]pyrrolo[2,3-e]pyrimidine]-6'(7'H)-carboxamide ClC1=NN2C(N=CC3=C2C2(CN3C(=O)NC3=CC(=NC=C3)C(F)(F)F)CC2)=C1